(1-((2-(trimethylsilyl)ethoxy)methyl)-1H-indazol-3-yl)boronic acid C[Si](CCOCN1N=C(C2=CC=CC=C12)B(O)O)(C)C